C(CCCC(=O)OC(C(O)C)=O)(=O)ON1C(CCC1=O)=O succinimidyl lactoyl glutarate